C(CCC)[P+](CCOC)(CCCC)CCCC tributyl(2-methoxyethyl)phosphonium